[C@H]12COC[C@@H]2C1NC(=O)C1=CC(=NN1[C@@H](C)C1=CC=CC=C1)C(=O)NC N5-((1R,5S,6r)-3-oxabicyclo[3.1.0]Hex-6-yl)-N3-methyl-1-((S)-1-phenylethyl)-1H-Pyrazole-3,5-dicarboxamide